C1(CC1)CCC(N1C(NC(C=C1)=O)=O)C=1C=CC(=C(C1)NC(OC)=O)F methyl (5-(3-cyclopropyl-1-(2,4-dioxo-3,4-dihydropyrimidin-1(2H)-yl)propyl)-2-fluorophenyl)carbamate